FC1=CC=C(CNC=2C3=C(N=C(N2)N2CCCCC2)C=NC=C3)C=C1 (4-Fluorobenzyl)-(2-piperidin-1-yl-pyrido[3,4-d]pyrimidin-4-yl)-amin